N-(1-Adamantylmethylsulfonyl)-6-[4-[[2-ethyl-4-(3-hydroxyphenyl)phenyl]methyl]piperazin-1-yl]pyridazine-3-carboxamide C12(CC3CC(CC(C1)C3)C2)CS(=O)(=O)NC(=O)C=2N=NC(=CC2)N2CCN(CC2)CC2=C(C=C(C=C2)C2=CC(=CC=C2)O)CC